(5-methyl-3-(pyrimidin-2-yl)pyridin-2-yl)((1S,4R,6R)-6-((5-methylpyridin-2-yl)oxy)-2-azabicyclo[2.2.2]oct-2-yl)methanone CC=1C=C(C(=NC1)C(=O)N1[C@@H]2[C@@H](C[C@H](C1)CC2)OC2=NC=C(C=C2)C)C2=NC=CC=N2